COC(=O)N1C(C2C(C3=CC=CC=C13)O2)C trans-2-methyl-3,4-epoxy-3,4-dihydroquinoline-1(2H)-carboxylic acid methyl ester